((4-hydroxybutyl)azanediyl)di(hexane-6,1-diyl) bis(2-hexyldecanoate) C(CCCCC)C(C(=O)OCCCCCCN(CCCCCCOC(C(CCCCCCCC)CCCCCC)=O)CCCCO)CCCCCCCC